L-ascorbic acid sulfate S(=O)(=O)(O)O.O=C1C(O)=C(O)[C@H](O1)[C@@H](O)CO